3,5,6,8,10,12,14-heptamethyl-11-(((2S,3R,4S,6R)-6-methyl-4-(methylamino)-3-((5-(trifluoromethyl)pyridin-3-yl)oxy)tetrahydro-2H-pyran-2-yl)oxy)-1-oxa-6-azacyclopentadecan-15-one CC1COC(C(CC(C(C(CC(CN(C(C1)C)C)C)C)O[C@@H]1O[C@@H](C[C@@H]([C@H]1OC=1C=NC=C(C1)C(F)(F)F)NC)C)C)C)=O